N=1C=NN2C1C=C(C=C2)OC2=CC(=C(C=C2Cl)NC=2C1=C(N=CN2)C=NC(=C1)Cl)F N-(4-([1,2,4]triazolo[1,5-a]pyridin-7-yloxy)-5-chloro-2-fluorophenyl)-6-chloropyrido[3,4-d]pyrimidin-4-amine